IC=1C=NC=C(C1)C 3-Iodo-5-methylpyridine